3-amino-2-piperidone NC1C(NCCC1)=O